N1(CCOCC1)CCOC1=CC=C(C=C1)C=1C=CC=C2C=NC(=NC12)NC1=CC=C(C=C1)N1CCNCC1 8-(4-(2-morpholinylethoxy)phenyl)-N-(4-(piperazin-1-yl)phenyl)quinazolin-2-amine